N=1ON=C2C1C=CC(=C2)C=2C=CC=1N(C2)C=C(N1)NC(=O)C1(CC1)F N-(6-(benzo[c][1,2,5]oxadiazol-5-yl)imidazo[1,2-a]pyridin-2-yl)-1-fluorocyclopropane-1-carboxamide